ClC=1C(=CC(=NC1)N1[C@H](CN(CC1)C([2H])([2H])C1(CC1)[2H])C)N(C(OC(C)(C)C)=O)CC1=CC=C(C=C1)OC tert-butyl (S)-(5-chloro-2-(4-((cyclopropyl-1-d)methyl-d2)-2-methylpiperazin-1-yl)pyridin-4-yl)(4-methoxybenzyl)carbamate